NCC1C=C(CCN1CC1=CC=CC=C1)NC(OC(C)(C)C)=O tert-butyl (6-(aminomethyl)-1-benzyl-1,2,3,6-tetrahydropyridin-4-yl)carbamate